N[C@@H](CCC(=O)O)C(=O)C1C(=O)NC(C1)=O Glutamyl-Succinimide